N-[3-(2-amino-9H-purin-8-yl)-2,4-difluorophenyl]-5-chloro-2-methoxypyridine NC1=NC=C2N=C(NC2=N1)C=1C(=C(C=CC1F)N1C(C=CC(=C1)Cl)OC)F